ethylpiperazine-1-carbonyl chloride hydrochloride Cl.C(C)C1N(CCNC1)C(=O)Cl